3-amino-N-(2-methyl-1H-imidazol-4-yl)propenamide NC=CC(=O)NC=1N=C(NC1)C